9,9-bis(iodohexyl)fluorene ICCCCCCC1(C2=CC=CC=C2C=2C=CC=CC12)CCCCCCI